(S)-(4-(4-methylpyrazolo[1,5-a]pyridin-2-yl)-6,7-dihydro-1H-imidazo[4,5-c]pyridin-5(4H)-yl)(5-(pyrimidin-2-yl)-1,3,4-oxadiazol-2-yl)methanone CC=1C=2N(C=CC1)N=C(C2)[C@H]2N(CCC1=C2N=CN1)C(=O)C=1OC(=NN1)C1=NC=CC=N1